6-[6-fluoro-8-(methylamino)-4-morpholino-9H-pyrido[2,3-b]indol-3-yl]-1-(2-hydroxy-1-methyl-ethyl)-4-oxo-1,8-naphthyridine-3-carboxylic acid FC=1C=C2C3=C(NC2=C(C1)NC)N=CC(=C3N3CCOCC3)C=3C=C1C(C(=CN(C1=NC3)C(CO)C)C(=O)O)=O